tert-Butyl (S)-(2-((tert-butyldimethylsilyl)oxy)-3-(4-(4,4,5,5-tetramethyl-1,3,2-dioxaborolan-2-yl)-1H-pyrazol-1-yl)propyl)carbamate [Si](C)(C)(C(C)(C)C)O[C@@H](CNC(OC(C)(C)C)=O)CN1N=CC(=C1)B1OC(C(O1)(C)C)(C)C